O[C@]12C([C@H]3[C@H]4[C@@H]5CC[C@H]([C@@H](CCCC(C)C)C)[C@]5(CC[C@@H]4[C@]2(CCC(C1)=O)CO3)C)=O 5a-Hydroxy-7β,19-epoxy-cholestan-3,6-dion